1-(2-(trifluoromethyl)pyridin-4-yl)azetidin-3-yl 4-(azetidin-1-yl)-2-methyl-5,7-dihydro-6H-pyrrolo[3,4-d]pyrimidine-6-carboxylate N1(CCC1)C=1C2=C(N=C(N1)C)CN(C2)C(=O)OC2CN(C2)C2=CC(=NC=C2)C(F)(F)F